C(#N)C1=C(C=CC=C1)[C@H]([C@H](C)C=1N(C(C(=C(N1)C(=O)NC=1C=NOC1)O)=O)C)C=1C=NN(C1)CCCOC 2-((1s,2s)-1-(2-cyanophenyl)-1-(1-(3-methoxypropyl)-1H-pyrazol-4-yl)propan-2-yl)-5-hydroxy-N-(isoxazol-4-yl)-1-methyl-6-oxo-1,6-dihydropyrimidine-4-carboxamide